CC(C)C[C@@H](C(=O)NCCCCN=C(N)N)NC(=O)[C@H]1[C@@H](O1)C(=O)O trans-epoxysuccinyl-L-leucylamido(4-guanidino)butane